CC(C)(OOC1(CCCCC1)OOC(C)(C)C)C 1,1-bis(1,1-dimethylethyl-peroxy)cyclohexane